(1-(5-methylthiophen-2-yl)-2-oxopiperidin-4-yl)but-2-enamide CC1=CC=C(S1)N1C(CC(CC1)C(C(=O)N)=CC)=O